S1C(=CC=C1)S(=O)(=O)N1C2=C(OCC1)C(=CN=C2)C2=CC=C(C#N)C=C2 4-(4-(Thiophen-2-ylsulfonyl)-3,4-dihydro-2H-pyrido[4,3-b][1,4]oxazin-8-yl)benzonitrile